NC1=CC(CC(C1)C(F)(F)F)=O 3-amino-5-trifluoromethylcyclohex-2-enone